C1(CCCC1)NC1=CC(=C2C(NC(=NC2=C1)CSC1CCC(CC1)O)=O)C(F)(F)F 7-(Cyclopentylamino)-2-((((1R,4R)-4-hydroxycyclohexyl)thio)methyl)-5-(trifluoromethyl)quinazolin-4(3H)-one